4-((4-aminophenyl)thio)benzonitrile NC1=CC=C(C=C1)SC1=CC=C(C#N)C=C1